2-fluoro-6-[(4-acetoxybenzyl)amino]-9-(tetrahydro-2H-pyran-2-yl)-9H-purine FC1=NC(=C2N=CN(C2=N1)C1OCCCC1)NCC1=CC=C(C=C1)OC(C)=O